4-((1-(6-chloro-3-cyano-1-methyl-2-oxo-1,2-dihydro-1,5-naphthyridin-4-yl)piperidin-4-yl)oxy)-N,N-dimethylbenzamide ClC=1N=C2C(=C(C(N(C2=CC1)C)=O)C#N)N1CCC(CC1)OC1=CC=C(C(=O)N(C)C)C=C1